1-(4-(6-chloro-7-(4-hydroxy-2-(trifluoromethyl)phenyl)quinazolin-4-yl)piperazin-1-yl)prop-2-en-1-one ClC=1C=C2C(=NC=NC2=CC1C1=C(C=C(C=C1)O)C(F)(F)F)N1CCN(CC1)C(C=C)=O